C=12C3=CC=CC(=C3OC2=CC=CC1)C1=CC=C(C=C1)N(C=1C=CC=C2C=3C=CC=CC3C3(C12)C1=CC=CC=C1C=1C=CC=CC13)C1=CC=C(C=C1)C1=CC=CC=3C=2C=CC=CC2OC13 N-(4-{8-oxatricyclo[7.4.0.02,7]trideca-1(13),2,4,6,9,11-hexaen-6-yl}phenyl)-N-(4-{8-oxatricyclo[7.4.0.02,7]trideca-1(9),2(7),3,5,10,12-hexaen-6-yl}phenyl)-9,9'-spirobi[fluoren]-8-amine